3-(4-fluoro-4'-cyano-2',5,6'-trimethyl-[1,1'-biphenyl]-3-yl)propanoic acid ethyl ester C(C)OC(CCC=1C=C(C=C(C1F)C)C1=C(C=C(C=C1C)C#N)C)=O